tert-butyl (R)-(3-(4-(5-(3-cyano-6-(1-methyl-1H-pyrazol-4-yl)pyrazolo[1,5-a]pyrazin-4-yl)pyridin-2-yl)piperazin-1-yl)-3-oxo-2-phenylpropyl)carbamate C(#N)C=1C=NN2C1C(=NC(=C2)C=2C=NN(C2)C)C=2C=CC(=NC2)N2CCN(CC2)C([C@@H](CNC(OC(C)(C)C)=O)C2=CC=CC=C2)=O